OCCS(=O)(=O)CC1=CC(=C(C(=O)O)C=C1)N1CCC2(CC2)CC1 4-(((2-hydroxyethyl)sulfonyl)methyl)-2-(6-azaspiro[2.5]oct-6-yl)benzoic acid